6-(1,6-diazaspiro[3.3]heptan-6-yl)-N-(5-fluoro-6-phenoxy-3-pyridyl)pyrido[3,2-d]pyrimidin-4-amine N1CCC12CN(C2)C=2C=CC=1N=CN=C(C1N2)NC=2C=NC(=C(C2)F)OC2=CC=CC=C2